BrC=1C=C2C(N([C@@](C2=C(C1)F)(OCC1(COC1)F)C1=CC=C(C=C1)Cl)[C@@H](CC(=O)OCC)C1=CC=C(C=C1)Cl)=O Ethyl (S)-3-((R)-5-bromo-1-(4-chlorophenyl)-7-fluoro-1-((3-fluorooxetan-3-yl)methoxy)-3-oxoisoindolin-2-yl)-3-(4-chlorophenyl)propanoate